tert-butyl (2R)-2-[2-[methoxy(methyl)amino]-2-oxo-ethyl]pyrrolidine-1-carboxylate CON(C(C[C@@H]1N(CCC1)C(=O)OC(C)(C)C)=O)C